N-((S)-(3-chloro-2,4-difluorophenyl)(5-chloro-6-(trifluoro-methyl)pyridin-3-yl)methyl)-3-oxopiperazine-1-carboxamide ClC=1C(=C(C=CC1F)[C@@H](NC(=O)N1CC(NCC1)=O)C=1C=NC(=C(C1)Cl)C(F)(F)F)F